2-tertiary butyl-hydroquinone C(C)(C)(C)C1=C(O)C=CC(=C1)O